R-9H-carbazole C1=CC=CC=2C3=CC=CC=C3NC12